tert-butyl N-[(3R)-7-(5-tert-butyl-1,3,4-oxadiazol-2-yl)-5-[(4-chlorophenyl)methyl]-8-methyl-4-oxo-2,3-dihydro-1,5-benzothiazepin-3-yl]carbamate C(C)(C)(C)C1=NN=C(O1)C=1C(=CC2=C(N(C([C@H](CS2)NC(OC(C)(C)C)=O)=O)CC2=CC=C(C=C2)Cl)C1)C